CC(=CC)C(=C(CC)C)C 3,4,5-trimethyl-2,4-heptadiene